C1CCC2=C(C=3CCCC3C=C12)CC(=O)Cl 2-(1,2,3,5,6,7-hexahydro-s-indacen-4-yl)acetyl chloride